N-(3-{2-benzyl-2,7-diazaspiro[3.5]nonane-7-carbonyl}bicyclo[1.1.1]pentan-1-yl)-5-oxo-4,5-dihydro-1H-pyrazole-3-carboxamide C(C1=CC=CC=C1)N1CC2(C1)CCN(CC2)C(=O)C21CC(C2)(C1)NC(=O)C1=NNC(C1)=O